NCC1=CC(=C(C=C1)NC(=O)C1=CC2=C(OCCC3=C2SC=C3)C=C1C=1C(=NC(=CC1)C(NCCC)=O)C(=O)O)CC(=O)OC(C)(C)C 3-(9-((4-(aminomethyl)-2-(2-(tert-butoxy)-2-oxoethyl)phenyl)carbamoyl)-4,5-dihydrobenzo[b]thieno[2,3-d]oxepin-8-yl)-6-(propylcarbamoyl)picolinic acid